C(=CC=CCCCCCCCCCCCCC)C1=C(C=CC=C1)O heptadecadienylphenol